4-(4-(3-(1-methyl-1H-indazol-6-yl)-1,4-dihydrothieno[2',3':4,5]cyclopenta[1,2-c]pyrazol-6-yl)benzyl)morpholine CN1N=CC2=CC=C(C=C12)C=1C2=C(NN1)C1=C(C2)SC(=C1)C1=CC=C(CN2CCOCC2)C=C1